C(C)(C)NC1=CC(=C2C(=N1)C=C(S2)C2=CC=NN2)NCC(CO)(C)C 3-(5-(isopropylamino)-2-(1H-pyrazol-5-yl)thieno[3,2-b]pyridin-7-ylamino)-2,2-dimethyl-1-propanol